N-(1-(5-(3-cyano-6-(2-hydroxy-2-methylpropoxy)pyrazolo[1,5-a]pyridin-4-yl)pyridin-2-yl)-4-methylpiperidin-4-yl)-5-methylnicotinamide C(#N)C=1C=NN2C1C(=CC(=C2)OCC(C)(C)O)C=2C=CC(=NC2)N2CCC(CC2)(C)NC(C2=CN=CC(=C2)C)=O